8-(3-isothiocyanatostyryl)caffeine N(=C=S)C=1C=C(C=CC2=NC=3N(C(N(C)C(C3N2C)=O)=O)C)C=CC1